1-undecyl-3-Methylpyridinium cyanide [C-]#N.C(CCCCCCCCCC)[N+]1=CC(=CC=C1)C